6-Bromo-7,8-dimethyl-[1,2,4]triazolo[1,5-a]pyridine BrC=1C(=C(C=2N(C1)N=CN2)C)C